dimethyl-bis(p-phenylaminophenoxy)silane tert-butyl-5-(4,4,5,5-tetramethyl-1,3,2-dioxaborolan-2-yl)-3,4-dihydro-1H-isoquinoline-2-carboxylate C(C)(C)(C)OC(=O)N1CC2=CC=CC(=C2CC1)B1OC(C(O1)(C)C)(C)C.C[Si](OC1=CC=C(C=C1)NC1=CC=CC=C1)(OC1=CC=C(C=C1)NC1=CC=CC=C1)C